dimethyl-isopropyl-ethoxysilane C[Si](OCC)(C(C)C)C